tert-butyl (cyclobutyl(3,7-dimethyl-2,6-dioxo-2,3,6,7-tetrahydro-1H-purin-8-yl)methyl)carbamate C1(CCC1)C(C1=NC=2N(C(NC(C2N1C)=O)=O)C)NC(OC(C)(C)C)=O